CN(C1=C2NC=NC2=NC(=N1)C(N)=O)C([C@@H](N)[C@H](O)C)=O N6-methyl-N6-threonyl-carbamoyl-adenine